tin boron silicon germanium [Ge].[Si].[B].[Sn]